FC=1C=C(C=CC1F)[C@H]1[C@@H](C1)C(=O)N (1R,2R)-2-(3,4-difluorophenyl)-1-cyclopropyl-formamide